NC=1C=C(C=C(C1)C(F)(F)F)[C@@H](C)NC1=C2C(=C(N=N1)C)C=NC(=C2)C=2C=CC(N(C2)CCN2CCC(CC2)C2=CC=C(C=C2)C2C(NC(CC2)=O)=O)=O 3-(4-(1-(2-(5-(1-(((R)-1-(3-Amino-5-(trifluoromethyl)phenyl)ethyl)amino)-4-methylpyrido[3,4-d]pyridazin-7-yl)-2-oxopyridin-1(2H)-yl)ethyl)piperidin-4-yl)phenyl)-piperidine-2,6-dione